NCCC[Si](OCCOCCOC)(OCCOCCOC)OCCOCCOC 3-Aminopropyltris-(methoxyethoxyethoxy)silan